FC(C=1N=C2N(N=C(C(=C2C)C)N2CC=3C=C(C=NC3CC2)C=2C=NN(C2)C(F)F)C(C1)=O)F 2-(difluoromethyl)-7-(3-(1-(difluoromethyl)-1H-pyrazol-4-yl)-7,8-dihydro-1,6-naphthyridin-6(5H)-yl)-8,9-dimethyl-4H-pyrimido[1,2-b]pyridazin-4-one